N'-(2-{[5-bromo-2-(3-chloro-pyridin-2-yl)-2H-pyrazole-3-carbonyl]-amino}-5-chloro-3-methylbenzoyl)-N'-methylhydrazinecarboxylic acid methyl ester COC(=O)NN(C)C(C1=C(C(=CC(=C1)Cl)C)NC(=O)C=1N(N=C(C1)Br)C1=NC=CC=C1Cl)=O